1-butyl-3,4-dimethylimidazole C(CCC)N1CN(C(=C1)C)C